FC1(CCN(CC1)C1=C(C=CC(=N1)C=1N=NN(C1)C1=C(C=C(C=C1)NS(=O)(=O)CCO)N1CCC2(CC2)CC1)F)F N-(4-(4-(6-(4,4-difluoropiperidin-1-yl)-5-fluoropyridin-2-yl)-1H-1,2,3-triazol-1-yl)-3-(6-azaspiro[2.5]octan-6-yl)phenyl)-2-hydroxyethane-1-sulfonamide